(R)-(1-(6-trifluoromethyl-1H-indol-3-yl)propan-2-yl)carbamic acid tert-butyl ester C(C)(C)(C)OC(N[C@@H](CC1=CNC2=CC(=CC=C12)C(F)(F)F)C)=O